C(C)(C)(C)OC(=O)N1[C@@H]2[C@H]([C@H](C[C@H]1CC2)NC(=O)OCC2=CC=CC=C2)F (1S,2S,3S,5R)-3-{[(benzyloxy)carbonyl]amino}-2-fluoro-8-azabicyclo[3.2.1]octane-8-carboxylic acid tert-butyl ester